(R)-N-(2-(2-chloro-3-fluorophenyl)propan-2-yl)-2-(1-methyl-pyrrolidin-2-yl)acetamide ClC1=C(C=CC=C1F)C(C)(C)NC(C[C@@H]1N(CCC1)C)=O